6-[5-(difluoromethyl)-1,3,4-oxadiazol-2-yl]-2-[(1R*,2S*)-2-(3-fluorophenyl)-1-(6-fluoropyridin-2-yl)-2-hydroxyethyl]-2,3-dihydro-1H-isoindol-1-one FC(C1=NN=C(O1)C1=CC=C2CN(C(C2=C1)=O)[C@@H]([C@@H](O)C1=CC(=CC=C1)F)C1=NC(=CC=C1)F)F |o1:17,18|